zinc bistrifluoromethanesulfonyl sulfide FC(S(=O)(=O)SS(=O)(=O)C(F)(F)F)(F)F.[Zn]